2-phenyl-4-(methyl)-5-hydroxy(methyl)imidazole C1(=CC=CC=C1)C=1N(C(=C(N1)C)O)C